6-fluoro-4-phenyl-3-[(E)-2-(pyrimidin-5-yl)vinylsulfonyl]-1,2-dihydroquinolin-2-one FC=1C=C2C(=C(C(NC2=CC1)=O)S(=O)(=O)\C=C\C=1C=NC=NC1)C1=CC=CC=C1